N1=NN(C2=NC=CC=C21)C2=CC(=C(C(=O)N(C1=NC=CC3=CC=CC(=C13)\C=C\C=1C=NC=CC1)[C@H]1CN(CCC1)C(=O)OC(C)(C)C)C=C2)F tert-butyl (R,E)-3-(4-(3H-[1,2,3]triazolo[4,5-b]pyridin-3-yl)-2-fluoro-N-(8-(2-(pyridin-3-yl)vinyl) isoquinolin-1-yl)benzamido)piperidine-1-carboxylate